(S)-5-(2-Amino-2-methylpropyl)piperidin-2-one NC(C[C@@H]1CCC(NC1)=O)(C)C